CN1C(=NN=C1)CC1(COC1)C=1C=C(C=CC1)NC(=O)N1C2=C(OCC1)C=CC=N2 N-(3-(3-((4-methyl-4H-1,2,4-triazol-3-yl)methyl)oxetan-3-yl)phenyl)-2,3-dihydro-4H-pyrido[3,2-b][1,4]oxazine-4-carboxamide